L-leucine, 1-amino-cyclopropyl-cyanoamide hydrochloride Cl.NC1(CC1)N(C([C@@H](N)CC(C)C)=O)C#N